COC1=CC=C(C=C1)C1=NN(C(=C1O)C)C 3-(4-Methoxyphenyl)-1,5-dimethylpyrazol-4-ol